(S)-6-chloro-3-(1-hydroxypropan-2-yl)-8-(pyridin-2-yl)pyrido[3,4-d]Pyrimidin-4(3H)-one ClC1=CC2=C(N=CN(C2=O)[C@H](CO)C)C(=N1)C1=NC=CC=C1